7-(2-((4-(3-(dimethylamino)pyrrolidin-1-yl)-2-ethylphenyl)amino)-5-(trifluoromethyl)pyrimidin-4-yl)-2,3-dihydro-5H-thieno[3,2-e][1,4]oxathiepine 1,1-dioxide CN(C1CN(CC1)C1=CC(=C(C=C1)NC1=NC=C(C(=N1)C1=CC=2S(CCOCC2S1)(=O)=O)C(F)(F)F)CC)C